2,2-dimethyl-3-hydroxypropionic acid, 2,2-dimethyl-3-hydroxypropyl ester CC(C(=O)OCC(CO)(C)C)(CO)C